N1-(1-methylpiperidin-4-yl)benzene-1,4-diamine CN1CCC(CC1)NC1=CC=C(C=C1)N